C(C)(C)(C)OC(=O)N[C@H]1C[C@H](CCC1)C(=O)O (1S,3R)-3-((tertbutoxycarbonyl)amino)cyclohexane-1-carboxylic acid